vinyl-peroxysilane C(=C)OO[SiH3]